2-ethylhexyl(2-hydroxyethyl) cyclohexane-1,4-dicarboxylate C1(CCC(CC1)C(=O)[O-])C(=O)OCC(O)CC(CCCC)CC